dimethyl 10-oxononadecanedioate O=C(CCCCCCCCC(=O)OC)CCCCCCCCC(=O)OC